(methylene)bis(2,2-dimethylpropanoic acid) C(CC(C(=O)O)(C)C)CC(C(=O)O)(C)C